NC1=NC=C(C(=N1)C1=C(C=CC=C1)F)C(=O)NC1=CC(=CC=C1)C(F)(F)F 2-amino-4-(2-fluorophenyl)-N-(3-(trifluoromethyl)phenyl)pyrimidine-5-carboxamide